IC1=CC=C(CNC(=O)[C@@H]2CN(CCC2)C=2C=3C(N=CN2)=NN(C3)C3=CC=C(C=C3)C)C=C1 (S)-N-(4-iodobenzyl)-1-(2-(p-tolyl)-2H-pyrazolo[3,4-d]pyrimidin-4-yl)piperidine-3-carboxamide